4-(4-(4-oxopent-2-enoyl)piperazin-1-yl)quinoline O=C(C=CC(=O)N1CCN(CC1)C1=CC=NC2=CC=CC=C12)C